(1S,2r)-2-((S)-5-chloro-1-((2-oxopyrrolidin-1-yl)methyl)-8-(pyridin-2-ylmethoxy)-1,2,3,4-tetrahydroisoquinoline-2-carbonyl)-N-methylcyclohexane-1-carboxamide ClC1=C2CCN([C@@H](C2=C(C=C1)OCC1=NC=CC=C1)CN1C(CCC1)=O)C(=O)[C@H]1[C@H](CCCC1)C(=O)NC